4-(5-{cyclopropyl[(1S,2S,3R,5R)-2-fluoro-8-azabicyclo[3.2.1]octan-3-yl]amino}pyrazin-2-yl)-2-fluoro-5-hydroxy-N-methylbenzamide C1(CC1)N(C=1N=CC(=NC1)C1=CC(=C(C(=O)NC)C=C1O)F)[C@H]1[C@H]([C@@H]2CC[C@H](C1)N2)F